[N+](=O)([O-])C1=CC=C(C=C1)OC(=O)O[C@H]1C[C@H](CC1)C1=NN(C(=C1)NC=1C=C2CCC(N(C2=CC1)CC1=CC=C(C=C1)OC)=O)C(C)(C)C (1R,3S)-3-[5-({1-[(4-methoxyphenyl)methyl]-2-oxo-1,2,3,4-tetrahydroquinolin-6-yl} amino)-1-(2-methylprop-2-yl)pyrazol-3-yl]cyclopentyl [(4-nitrophenyl)oxy]methanoate